3-(but-3-en-1-yl)-6-methyl-quinazolinone Aceturat C(CNC(=O)C)(=O)O.C(CC=C)N1C(N=C2C=CC(=CC2=C1)C)=O